5-(3-(4-((3-bromo-5-(trifluoromethoxy)benzyl)amino)butoxy)azetidin-1-yl)benzo[c][2,6]naphthyridine-8-carboxylic acid BrC=1C=C(CNCCCCOC2CN(C2)C2=NC3=C(C4=CN=CC=C24)C=CC(=C3)C(=O)O)C=C(C1)OC(F)(F)F